N6-((2-((5,6,7,8-tetrahydroimidazo[1,2-a]pyridin-7-yl)methoxy)pyridin-4-yl)methyl)isoquinoline-1,6-diamine N=1C=CN2C1CC(CC2)COC2=NC=CC(=C2)CNC=2C=C1C=CN=C(C1=CC2)N